Methylsulfanyl-N-phenyl-piperidine-1-carboxamide CSC1N(CCCC1)C(=O)NC1=CC=CC=C1